OC(COC=1C=C(C(=O)N)C=CC1I)C1=CC=C(C=C1)OC 3-(2-hydroxy-2-(4-methoxyphenyl)ethoxy)-4-iodobenzamide